N1C=NC2=C1C=CC=C2N 1H-benzo[d]imidazol-4-amine